2-imino-3-(5-methyl-2-(((4-(trifluoromethoxy)benzyl)oxy)methyl)phenyl)thiazolidin-4-one N=C1SCC(N1C1=C(C=CC(=C1)C)COCC1=CC=C(C=C1)OC(F)(F)F)=O